tert-butyl (2S,4R)-2-methyl-4-(1-oxoisoindolin-5-yl)oxy-piperidine-1-carboxylate C[C@@H]1N(CC[C@H](C1)OC=1C=C2CNC(C2=CC1)=O)C(=O)OC(C)(C)C